4-amino-1-((3S)-1-(2-hydroxypropionyl)piperidin-3-yl)-3-(4-phenoxyphenyl)-1H-imidazo[4,5-c]pyridin-2(3H)-one NC1=NC=CC2=C1N(C(N2[C@@H]2CN(CCC2)C(C(C)O)=O)=O)C2=CC=C(C=C2)OC2=CC=CC=C2